N-methoxy-1,4,5,8-naphthalenetetracarboxylic acid imide CON=C(O)C1=CC=C(C=2C(=CC=C(C12)C(=O)O)C(=O)O)C(=O)O